2,4-difluoro-3-(2-[5H,6H,8H-imidazo[2,1-c][1,4]oxazin-3-yl]ethyl)aniline FC1=C(N)C=CC(=C1CCC1=CN=C2COCCN21)F